Ethyl 1-(5-chloro-6-((2,2,2-trifluoroethoxy)methyl)pyrazin-2-yl)piperidine-4-carboxylate ClC=1N=CC(=NC1COCC(F)(F)F)N1CCC(CC1)C(=O)OCC